ClC1=CNC2=NC=C(C=C21)C=2C=C1CCN(CC1=C(C2)[C@H]2NCCOC2)C(=O)[C@@H]2COCC2 (6-(3-chloro-1H-pyrrolo[2,3-b]pyridin-5-yl)-8-((R)-morpholin-3-yl)-3,4-dihydroisoquinolin-2(1H)-yl)((S)-tetrahydrofuran-3-yl)methanone